methyl 1-(bis(4-fluorophenyl)methyl)-4-(6-bromo-3-cyano-1-methyl-2-oxo-1,2-dihydro-1,5-naphthyridin-4-yl)piperazine-2-carboxylate FC1=CC=C(C=C1)C(N1C(CN(CC1)C1=C(C(N(C2=CC=C(N=C12)Br)C)=O)C#N)C(=O)OC)C1=CC=C(C=C1)F